4,7-Bis-dimethylamino-10-ethoxy-3,12,12a-trihydroxy-1,11-dioxo-1,4,4a,5,5a,6,11,12a-octahydro-naphthacene-2-carboxylic acid amide hydrochloride Cl.CN(C1C(=C(C(C2(C(=C3C(C4=C(C=CC(=C4CC3CC12)N(C)C)OCC)=O)O)O)=O)C(=O)N)O)C